ClC=1C(N(C(=CC1OCC1=NC=C(C=C1F)F)C)C1=CC(=NC=C1C)C1=NC(=NC=C1)C(C#N)(C)C)=O (R)-2-(4-(3-chloro-4-((3,5-difluoropyridin-2-yl)methoxy)-5',6-dimethyl-2-oxo-2H-[1,4'-bipyridin]-2'-yl)pyrimidin-2-yl)-2-methylpropanenitrile